ClC=1C(=NC=CC1SC1=NC=C(N=C1C)Cl)N chloro-4-((5-chloro-3-methylpyrazin-2-yl)thio)pyridin-2-amine